(R)-3-(2-(difluoromethoxy)phenyl)-6-(2-((R)-3-hydroxy-4-(2-hydroxyacetyl)piperazin-1-yl)pyrimidin-5-yl)-2,3-dihydropyrazolo[1,2-a]indazol-9(1H)-one FC(OC1=C(C=CC=C1)[C@H]1CCN2N1C=1C=C(C=CC1C2=O)C=2C=NC(=NC2)N2C[C@H](N(CC2)C(CO)=O)O)F